2-methyl-2-[(1-oxo-2-propenyl)amino]-1-propanesulfonic acid ammonium [NH4+].CC(CS(=O)(=O)O)(C)NC(C=C)=O